7-((1-(6-chloro-2-(hydroxymethyl)-5-methylpyrimidin-4-yl)piperidin-4-yl)oxy)-3,4-dihydroquinolin-2(1H)-one ClC1=C(C(=NC(=N1)CO)N1CCC(CC1)OC1=CC=C2CCC(NC2=C1)=O)C